ClC1=CC=C(COC2=NN=C(S2)NC(C2=C(C=NC=C2)N2CCOCC2)=O)C=C1 N-(5-((4-chlorobenzyl)oxy)-1,3,4-thiadiazol-2-yl)-3-morpholinoisonicotinamide